6-(4-chlorobenzoyl)-9-(2',3',5'-tri-O-acetyl-beta-D-ribofuranosyl)purine ClC1=CC=C(C(=O)C2=C3N=CN(C3=NC=N2)[C@H]2[C@H](OC(C)=O)[C@H](OC(C)=O)[C@H](O2)COC(C)=O)C=C1